C1(CCCCC(=O)OCCC(CCO1)C)=O (3-methyl-1,5-pentylene) adipate